N(=[N+]=[N-])C1=C(C=CC=C1Cl)Cl 2-azido-1,3-dichlorobenzene